2-chloro-5-(3,5-dimethyl-2,6-dioxo-4-thioxo-1,3,5-triazinan-1-yl)-4-fluoro-benzoic acid ClC1=C(C(=O)O)C=C(C(=C1)F)N1C(N(C(N(C1=O)C)=S)C)=O